2-((4-((tert-butoxycarbonyl)amino)bicyclo[2.2.2]Oct-1-yl)methyl)-3-(trifluoromethyl)-2,4,6,7-tetrahydro-5H-pyrazolo[4,3-c]Pyridine-5-carboxylic acid tert-butyl ester C(C)(C)(C)OC(=O)N1CC=2C(CC1)=NN(C2C(F)(F)F)CC21CCC(CC2)(CC1)NC(=O)OC(C)(C)C